N-(cis-4-morpholinocyclohexyl)-5-(1,5-naphthyridin-2-yl)pyrrolo[2,1-f][1,2,4]triazin-2-amine O1CCN(CC1)[C@H]1CC[C@H](CC1)NC1=NN2C(C=N1)=C(C=C2)C2=NC1=CC=CN=C1C=C2